2-ethyl-sodium hexyl-sulfate C(CCCCC)OS(=O)(=O)O.CC[Na]